BrC1=C(C=C(C(=C1F)Cl)F)F 2-bromo-4-chloro-1,3,5-trifluorobenzene